4-chloro-6-(pyrrolidin-1-yl)pyrimidine ClC1=NC=NC(=C1)N1CCCC1